NC=1N=CN(C1)C=1C=C(C(=O)OC)C=C(C1)OC methyl 3-(4-amino-1H-imidazol-1-yl)-5-methoxybenzoate